CC([C@@H](C(=O)N1[C@@H]([C@H]2C([C@H]2C1)(C)C)C(=O)O)NC1=CNC(C=C1)=O)(C)C (1R,2S,5S)-3-[(2S)-3,3-dimethyl-2-[(6-oxo-1H-pyridin-3-yl)amino]butanoyl]-6,6-dimethyl-3-azabicyclo[3.1.0]hexane-2-carboxylic acid